C(C1=CC=CC=C1)O[C@H]1[C@@H](O[C@@H]([C@H]1OCC1=CC=CC=C1)COCC1=CC=CC=C1)C1=CC(=C2C(=NC(=NN21)Cl)NC2CCCC2)F 7-((2S,3S,4R,5R)-3,4-bis(benzyloxy)-5-((benzyloxy)methyl)tetrahydrofuran-2-yl)-2-chloro-N-cyclopentyl-5-fluoropyrrolo[2,1-f][1,2,4]Triazine-4-amine